N1(C=NC=C1)CC1C(C2CCC1O2)CC=CCCC(=O)O 6-[3-(1H-imidazol-1-ylmethyl)-7-oxabicyclo[2.2.1]hept-2-yl]-4-hexenoic acid